tert-butyl ((1-(3-((4-((4-cyclopropylpiperidin-1-yl)sulfonyl)phenyl)carbamoyl)-4-(N-methylmethylsulfonamido)benzyl)azetidin-3-yl)methyl)carbamate C1(CC1)C1CCN(CC1)S(=O)(=O)C1=CC=C(C=C1)NC(=O)C=1C=C(CN2CC(C2)CNC(OC(C)(C)C)=O)C=CC1N(S(=O)(=O)C)C